ClC1C(NCCC(C1)(C)C)=O 3-Chloro-5,5-dimethylazepan-2-one